(2-hydroxyphenyl)methylbis(3,5-dimethylphenyl)phosphine oxide OC1=C(C=CC=C1)CP(C1=CC(=CC(=C1)C)C)(C1=CC(=CC(=C1)C)C)=O